CN(C1=CC=C(CCNC(\C=C/C(=O)N2CCC(CC2)OC2=NC=C(C=C2)C2=CC=C(C=C2)N(C)C)=O)C=C1)C (Z)-N-(4-(dimethylamino)phenethyl)-4-(4-((5-(4-(dimethylamino)phenyl)pyridin-2-yl)oxy)piperidin-1-yl)-4-oxobut-2-enamide